C(C1=CC=CC=C1)(C1=CC=CC=C1)=NC(C(=O)N)C=1N=C(N(C(C1)=O)C)C 2-(benzhydrylideneamino)-2-(1,2-dimethyl-6-oxo-pyrimidin-4-yl)acetamide